(E)-2-(4-(3-(6-(ethylthio)-3-methylbenzofuran-2-yl)-3-oxoprop-1-en-1-yl)-2,6-dimethylphenoxy)-2-methylpropanoic acid C(C)SC1=CC2=C(C(=C(O2)C(/C=C/C2=CC(=C(OC(C(=O)O)(C)C)C(=C2)C)C)=O)C)C=C1